2-((5-(4-chlorophenethyl)-4-methylthiazol-2-yl)amino)-2-oxoethyl methylsulfamate CNS(OCC(=O)NC=1SC(=C(N1)C)CCC1=CC=C(C=C1)Cl)(=O)=O